(S or R)-3-methyl-2-(2-(2-methyl-5,6,7,8-tetrahydroimidazo[1,2-a]pyridin-6-yl)-2H-pyrazolo[3,4-b]pyridin-6-yl)-5-(trifluoromethyl)phenol CC=1C(=C(C=C(C1)C(F)(F)F)O)C=1C=CC=2C(N1)=NN(C2)[C@H]2CCC=1N(C2)C=C(N1)C |o1:21|